[(3R)-Tetrahydropyran-3-yl]hydrazine O1C[C@@H](CCC1)NN